3-(1-methyl-1H-imidazol-3-ium-3-yl)propane-1-sulfonic acid CN1C=[N+](C=C1)CCCS(=O)(=O)O